C1(CC1)C(CNC1=NN2C(C=N1)=C(C=C2)C=2C=C1C(=NC2)N=C(N1CC(F)F)C)(F)F N-(2-cyclopropyl-2,2-difluoroethyl)-5-(1-(2,2-difluoroethyl)-2-methyl-1H-imidazo[4,5-b]pyridin-6-yl)pyrrolo[2,1-f][1,2,4]triazin-2-amine